O=C1N(CCC(N1)=O)C=1C=C(CN(C2CCN(CC2)C2=CC=C(C(=O)NC3=CC(=C(C=C3)C)NC3=NC=CC(=N3)C=3C=NC=CC3)C=C2)C)C=CC1 4-(4-((3-(2,4-dioxotetrahydropyrimidin-1(2H)-yl)benzyl)(methyl)amino)piperidin-1-yl)-N-(4-methyl-3-((4-(pyridin-3-yl)pyrimidin-2-yl)amino)phenyl)benzamide